N1N=CC(=C1)N1C=CC=2C1=NC(=CC2CN2CCCC2)C=2C=C1CN(C(C1=CC2)=O)[C@@H]2C(NC(CC2)=O)=O (S)-3-(5-(1-(1H-pyrazol-4-yl)-4-(pyrrolidin-1-ylmethyl)-1H-pyrrolo[2,3-b]pyridin-6-yl)-1-oxoisoindolin-2-yl)piperidine-2,6-dione